3-(tert-butyldimethylsilyloxy)propane-1-sulfonamide [Si](C)(C)(C(C)(C)C)OCCCS(=O)(=O)N